N-[(2S)-2-(hydroxymethyl)-6-[4-(hydroxymethyl)-1-piperidyl]-2-methyl-3H-benzofuran-5-yl]-6-methyl-pyrazolo[1,5-a]pyrimidine-3-carboxamide OC[C@]1(OC2=C(C1)C=C(C(=C2)N2CCC(CC2)CO)NC(=O)C=2C=NN1C2N=CC(=C1)C)C